FC1(CC1)C(=O)N[C@H](C(=O)N1[C@@H](C[C@H](C1)O)C(=O)N[C@@H](CC(=O)O)C1=CC=C(C=C1)C1=C(N=CS1)C)C(C)(C)C (S)-3-((2S,4R)-1-((S)-2-(1-fluorocyclopropane-1-carboxamido)-3,3-dimethylbutanoyl)-4-hydroxypyrrolidine-2-carboxamido)-3-(4-(4-methylthiazol-5-yl)phenyl)-propanoic acid